COC(CC(=O)O)C(C(C(C=CC)C)=O)C 3-methoxy-4,6-dimethyl-5-oxonon-7-enoic acid